4-((1H-Indazol-5-yl)ethynyl)-N-(2-(methylsulfonyl)ethyl)-[2,4'-bipyrimidin]-2'-amine N1N=CC2=CC(=CC=C12)C#CC1=NC(=NC=C1)C1=NC(=NC=C1)NCCS(=O)(=O)C